IC1=C(OCC=O)C(=CC(=C1)I)I 2-(2,4,6-triiodophenoxy)acetaldehyde